COC1=CC=C(C(=O)NO)C=C1 4-methoxy-benzoylhydroxylamine